(5-(pyridin-4-yl)-1,2,4-oxadiazol-3-yl)benzoic acid N1=CC=C(C=C1)C1=NC(=NO1)C1=C(C(=O)O)C=CC=C1